2-(2,4-dichlorophenoxy)-1-(4-((2,3,4,5-tetrafluoro-6-(trifluoromethyl)phenyl)sulfonyl)piperazin-1-yl)ethan-1-one ClC1=C(OCC(=O)N2CCN(CC2)S(=O)(=O)C2=C(C(=C(C(=C2C(F)(F)F)F)F)F)F)C=CC(=C1)Cl